BrC=1C=CC=2C=3C(C(=NC2C1)N)=NN(C3)CCCOC3=CC=CC=C3 7-bromo-2-(3-phenoxypropyl)-2H-pyrazolo[3,4-c]Quinolin-4-amine